1-acetyl-4-[2-chloro-4-({(1R)-1-[2-methyl-3-(trifluoromethyl)phenyl]ethyl}amino)pyrido[3,4-d]pyrimidin-6-yl]-1,4lambda5-azaphosphinan-4-one C(C)(=O)N1CCP(CC1)(=O)C1=CC2=C(N=C(N=C2N[C@H](C)C2=C(C(=CC=C2)C(F)(F)F)C)Cl)C=N1